FC1=C(C=C(C=C1)C(NCCN1CC2N(CC1)C(CC2)=O)=O)NC(=O)C=2C=C1C(=NC2)NC(=C1)C=1C=NN(C1)C N-(2-fluoro-5-((2-(6-oxohexahydropyrrolo[1,2-a]pyrazin-2(1H)-yl)ethyl)carbamoyl)phenyl)-2-(1-methyl-1H-pyrazol-4-yl)-1H-pyrrolo[2,3-b]pyridine-5-carboxamide